BrCC=1N=C(SC1)N1CCOCC1 4-(4-(bromomethyl)thiazol-2-yl)morpholine